FC(CO)(F)C=1C(=C(C=CC1)[C@@H](C)NC1=NN=C(C2=CC3=C(C=C12)N(C(C3(C)COC)=O)C)C)C 8-[[(1R)-1-[3-(1,1-difluoro-2-hydroxy-ethyl)-2-methyl-phenyl]ethyl]amino]-3-(methoxymethyl)-1,3,5-trimethyl-pyrrolo[3,2-g]phthalazin-2-one